C12C(CCCC1)C(NC2=O)=O 2-cyclohexanedicarboximide